C12CN(CC(CC1)N2)C2=C(C=C(C=N2)NC2=NC=C(C(=N2)NN2C(OC1=C2C=CC=C1)=O)C)C (2-(6-(3,8-diaza-bicyclo[3.2.1]oct-3-yl)-5-methylpyridin-3-ylamino)-5-methylpyrimidin-4-ylamino)benzo[d]oxazol-2(3H)-one